N-[(5-chlorothiophen-2-yl)methyl]-3-[8-(morpholine-4-carbonyl)-8-azabicyclo[3.2.1]octan-3-yl]-1-(1,3-thiazole-4-carbonyl)-1H-pyrazol-5-amine ClC1=CC=C(S1)CNC1=CC(=NN1C(=O)C=1N=CSC1)C1CC2CCC(C1)N2C(=O)N2CCOCC2